2,2-Bishydroxymethyl-propanoic acid OCC(C(=O)O)(C)CO